Ethyl 1-(2-bromo-4-nitro-phenyl)sulfonyl-4-fluoro-piperidine-4-carboxylate BrC1=C(C=CC(=C1)[N+](=O)[O-])S(=O)(=O)N1CCC(CC1)(C(=O)OCC)F